N1N=NC=C1CC(=O)N1[C@@H](C[C@H](C1)F)C(=O)N[C@@H](C1=NC(=C(C=C1)C(C)C)F)C1=CC(=CC=C1)C1=CC=NN1 |o1:17| (2S,4R)-1-(2-(1H-1,2,3-triazol-5-yl)acetyl)-N-((R) or (S)-(3-(1H-pyrazol-5-yl)phenyl)(6-fluoro-5-isopropylpyridin-2-yl)methyl)-4-fluoropyrrolidine-2-carboxamide